NC=1N=NC(=CC1C1=CC=C(C=C1)OC)C1=COC=C1 3-amino-4-(4-methoxyphenyl)-6-(3-furyl)pyridazine